C1=CC=CC=2C3=CC=CC=C3C(C12)COC(=O)N[C@H](C(=O)O)CF (R)-2-((((9H-fluoren-9-yl)methoxy)carbonyl)amino)-3-fluoropropanoic acid